5-(oxan-4-yl)-1-{[2-(trimethylsilyl)ethoxy]methyl}-1H,4H,5H-pyrazolo[4,3-c]pyridin-4-one O1CCC(CC1)N1C(C2=C(C=C1)N(N=C2)COCC[Si](C)(C)C)=O